CC1=C(OC(C(=O)O)(C)C)C(=CC(=C1)CN1C(N(CC1=O)C1=CC(=C(C=C1)C(F)(F)F)C)=O)C 2-(2,6-dimethyl-4-((3-(3-methyl-4-(trifluoromethyl)phenyl)-2,5-dioxoimidazolin-1-yl)methyl)phenoxy)-2-methylpropanoic acid